BrC=1N=C(SC1C(O)C1=CC(=CC=C1)F)NC(OCCCC)=O butyl 4-bromo-5-((3-fluorophenyl)(hydroxy)methyl)thiazol-2-ylcarbamate